(E)-1-Bromo-4-(2-(4-bromophenylsulfinyl)-2-phenylvinyl)sulfonylbenzene BrC1=CC=C(C=C1)S(=O)(=O)\C=C(/C1=CC=CC=C1)\S(=O)C1=CC=C(C=C1)Br